docosanyl vinyl ether C(=C)OCCCCCCCCCCCCCCCCCCCCCC